CN1N=CC(=C1)C1=CC=C2C(=NC=NC2=C1)C1=C(N=CN1)C1=CC=CC=C1 7-(1-methyl-1H-pyrazol-4-yl)-4-(4-phenyl-1H-imidazol-5-yl)quinazoline